BrC1=C(C=CC=C1)C1=C(C=2NC3=CC=CC=C3C2C=C1)C1=CC=CC=C1 (2-bromophenyl)-1-phenyl-9H-carbazole